di(2-butyloctyl)dithiophosphoric acid C(CCC)C(COP(S)(OCC(CCCCCC)CCCC)=S)CCCCCC